2-Amino-4-((1-hydroxyhexane-3-yl)amino)-6-(4-(piperazine-1-carbonyl)benzyl)pyridine NC1=NC(=CC(=C1)NC(CCO)CCC)CC1=CC=C(C=C1)C(=O)N1CCNCC1